O1CCN(CCC1)CCC=1C=C(C(=C(C(=O)N)C1)N)C 5-(2-(1,4-oxaazepan-4-yl)ethyl)-2-amino-3-methylbenzamide